methyl 2,4-dimethylbenzoate dimethanesulfonate CS(=O)(=O)O.CS(=O)(=O)O.CC1=C(C(=O)OC)C=CC(=C1)C